(S)-2-(4-phenoxyphenyl)-7-(piperidin-4-yl)-4,5,6,7-tetrahydro[2-14C]Pyrazolo[1,5-a]Pyrimidine-3-formamide O(C1=CC=CC=C1)C1=CC=C(C=C1)[14C]1=NN2C(NCC[C@H]2C2CCNCC2)=C1C(=O)N